IC1=CC2=C(C=N1)N=C(N2C2CC(CN(C2)C)NC(OC(C)(C)C)=O)CC(C)C tert-butyl (5-(6-iodo-2-isobutyl-1H-imidazo[4,5-c]pyridin-1-yl)-1-methylpiperidin-3-yl)carbamate